(E)-1-acetyl-2-((4-(morpholine-4-carbonyl)thiazol-2-yl)methylene)-indolin-3-one C(C)(=O)N1/C(/C(C2=CC=CC=C12)=O)=C/C=1SC=C(N1)C(=O)N1CCOCC1